O1C=CC=2C=NC=C(C21)N[C@@H]2CN(CC2)CC(=O)N2[C@H]1C[C@H]1C[C@H]2C#N (1S,3S,5S)-2-(2-((S)-3-(Furo[3,2-c]pyridin-7-ylamino)pyrrolidin-1-yl)acetyl)-2-azabicyclo[3.1.0]hexan-3-carbonitril